1,2-dihydrospiro[pyrido[2,3-b][1,4]oxazine-3,3'-pyrrolidine]-6-carboxamide N1CC2(CC1)CNC1=C(O2)N=C(C=C1)C(=O)N